FC1=NC=CC(=C1F)OCC1[C@H]2CN(C[C@@H]12)C1=CN=C2C(=N1)N(N=C2)C2COC2 6-((1R,5S,6r)-6-(((2,3-difluoropyridin-4-yl)oxy)methyl)-3-azabicyclo[3.1.0]hexan-3-yl)-1-(oxetan-3-yl)-1H-pyrazolo[3,4-b]pyrazine